FC1(CCN(CC1)S(=O)(=O)C1=C(C=C(C=C1)OC)C1=C(C=CC=C1)C)C(=O)NC\C=C\S(=O)(=O)C (E)-4-fluoro-1-((5-methoxy-2'-methyl-[1,1'-biphenyl]-2-yl)sulfonyl)-N-(3-(methylsulfonyl)allyl)piperidine-4-carboxamide